C(C)(C)(C)OC(=O)N1CC(C1)(C1=CC(=CC=C1)C=O)NS(=O)C(C)(C)C 3-((tert-butylsulfinyl)amino)-3-(3-formylphenyl)azetidine-1-carboxylic acid tert-butyl ester